2-((2-methoxyphenyl)(phenylamino)methyl)cyclohexan-1-one COC1=C(C=CC=C1)C(C1C(CCCC1)=O)NC1=CC=CC=C1